1-(3-(1H-pyrazol-5-yl)naphthalen-1-yl)ethan-1-amine N1N=CC=C1C=1C=C(C2=CC=CC=C2C1)C(C)N